C(C=C)(=O)O.C(C=C)(=O)O.C(C=C)(=O)O.C(O)C(C(CO)O)(CO)CO trimethylolpropylene glycol triacrylate